C(C=C)OC(CCOCCOCCOCCNC([C@@H](NC([C@@H](NC(OCC1C2=CC=CC=C2C=2C=CC=CC12)=O)CCC(C=[N+]=[N-])=O)=O)CCC(C=[N+]=[N-])=O)=O)=O.COC1=CC=C(C=C1)N1N=NC(=C1)C1=CC(=CC=C1)C=1N=NN(C1)C1=CC=C(C=C1)OC 1,3-bis(1-(4-methoxyphenyl)-1H-1,2,3-triazol-4-yl)benzene Allyl-(5S,8S)-5,8-bis(4-diazo-3-oxobutyl)-1-(9H-fluoren-9-yl)-3,6,9-trioxo-2,13,16,19-tetraoxa-4,7,10-triazadocosan-22-oate